N-[(1S)-2-[[(1S)-2-amino-2-oxo-1-[[(3S)-2-oxo-3-piperidyl]methyl]ethyl]amino]-1-(cyclopropylmethyl)-2-oxo-ethyl]-7-chloro-6-fluoro-1H-indole-2-carboxamide NC([C@H](C[C@H]1C(NCCC1)=O)NC([C@H](CC1CC1)NC(=O)C=1NC2=C(C(=CC=C2C1)F)Cl)=O)=O